NC1=C(C(=NN1C1CCCC1)C1=CC(=C(C=C1)CNC(C1=C(C=CC(=C1)C)OC)=O)F)C(=O)N 5-Amino-1-cyclopentyl-3-[3-fluoro-4-[[(2-methoxy-5-methylbenzoyl)amino]methyl]phenyl]pyrazole-4-carboxamide